C(C1=CC=CC=C1)OC1=CC=C2C(=C([N+](=CC2=C1)[O-])C1CCOCC1)C1=CC=C(C=C1)F 7-benzyloxy-4-(4-fluorophenyl)-2-oxido-3-tetrahydropyran-4-yl-isoquinolin